COC(COC1=NN(C(=N1)C1=NC=C(C=C1)Cl)C1=C(C=C(C=C1)F)F)=O Methyl-{[5-(5-chloropyridin-2-yl)-1-(2,4-difluorophenyl)-1H-1,2,4-triazol-3-yl]oxy}acetat